tert-butyl 2-(1-hydroxycyclopropyl)-1-methyl-1,4,6,7-tetrahydro-5H-imidazo[4,5-c]pyridine-5-carboxylate OC1(CC1)C=1N(C2=C(CN(CC2)C(=O)OC(C)(C)C)N1)C